BrC1=C(C(=C2C(=NC(=NC2=C1F)Cl)Cl)F)O 7-bromo-2,4-dichloro-5,8-difluoroquinazolin-6-ol